O=C1OC(CC1C1CCCC2=CC=CC=C12)=O 4-(2,5-dioxotetrahydrofuran-3-yl)-1,2,3,4-tetrahydronaphthalene